N=S(C(F)(F)F)(C1=CC(=CC=C1)B1OC(C(O1)(C)C)(C)C)=O imino-oxo-[3-(4,4,5,5-tetramethyl-1,3,2-dioxaborolan-2-yl)phenyl]-(trifluoromethyl)-λ6-sulfane